(1R,3S)-3-(3-{[(4-methyl-1,3-oxazol-2-yl)acetyl]-amino}-1H-pyrazol-5-yl)-cyclopentyl tert-butyl-carbamate C(C)(C)(C)NC(O[C@H]1C[C@H](CC1)C1=CC(=NN1)NC(CC=1OC=C(N1)C)=O)=O